N-[(1S)-1-(dicyclopropylmethyl)-2-[[5-[4-(difluoromethyl)-1-oxido-pyridin-1-ium-3-yl]-6-fluoro-2-pyridyl]amino]-2-oxo-ethyl]-2-isopropyl-pyrazole-3-carboxamide C1(CC1)C([C@@H](C(=O)NC1=NC(=C(C=C1)C=1C=[N+](C=CC1C(F)F)[O-])F)NC(=O)C=1N(N=CC1)C(C)C)C1CC1